ClC=1N=CC(=NC1NS(=O)(=O)C)C=1C=C(C(=O)NC2=CC=C(C=C2)OCC2CC2)C=CC1 3-(5-chloro-6-(methylsulfonamido)pyrazin-2-yl)-N-(4-(cyclopropylmethoxy)phenyl)-benzamide